CN1N=C(C=C1)CN1C=2N(C3=CC=C(C=C3C1=O)S(=O)(=O)NC1(CC1)C)CCN2 4-((1-methyl-1H-pyrazol-3-yl)-methyl)-N-(1-methylcyclopropyl)-5-oxo-1,2,4,5-tetra-hydroimidazo[1,2-a]quinazoline-7-sulfonamide